C(C)(C)(C)C1N(CC=C(C1)C=1C=NN(C1)C)C(=O)O.C1=CC=CC=2C3=CC=CC=C3C(C12)COC(=O)N[C@@H](CC1=CNC2=CC=CC=C12)C(=O)O N-(9-fluorenylmethoxycarbonyl)tryptophan tert-butyl-4-(1-methyl-1H-pyrazol-4-yl)-3,6-dihydropyridine-1(2H)-carboxylate